tert-butyl N-[[6-[2-(3-amino-2-chloro-phenyl)-3-chloro-4-pyridyl]-2-methoxy-3-pyridyl]methyl]-N-[[(2S)-5-oxopyrrolidin-2-yl]methyl]carbamate NC=1C(=C(C=CC1)C1=NC=CC(=C1Cl)C1=CC=C(C(=N1)OC)CN(C(OC(C)(C)C)=O)C[C@H]1NC(CC1)=O)Cl